tert-butyl 4-(5-(2-((2-chloro-4-(trifluoromethyl)phenyl)amino)-2-oxoethyl)-6-ethyl-2-(morpholinomethyl)-8-oxo-5,8-dihydropyrido[2,3-b]pyrazin-7-yl)piperazine-1-carboxylate ClC1=C(C=CC(=C1)C(F)(F)F)NC(CN1C(=C(C(C=2C1=NC=C(N2)CN2CCOCC2)=O)N2CCN(CC2)C(=O)OC(C)(C)C)CC)=O